OC1=C(C=C(C=C1)C(C)C1=CC(=C(C=C1)O)C)C bis(4-hydroxy-3-methylphenyl)ethane